(S)-1-(6-(3-(4-acetyl-2-ethyl-2-methylpiperazin-1-yl)-4-(5-chloro-6-methyl-1H-indazol-4-yl)-5-methyl-1H-pyrazol-1-yl)-2-azaspiro[3.3]Hept-2-yl)prop-2-en-1-one C(C)(=O)N1C[C@](N(CC1)C1=NN(C(=C1C1=C2C=NNC2=CC(=C1Cl)C)C)C1CC2(CN(C2)C(C=C)=O)C1)(C)CC